ClC1=CC=C(C=C1)C1=CC(=NC(=N1)C=1C=NC=CC1)N1C[C@H]([C@H](C1)O)O (3R,4S)-1-(6-(4-chlorophenyl)-2-(pyridin-3-yl)pyrimidin-4-yl)pyrrolidine-3,4-diol